BrC=1C=C(C(=O)C(CC2=CC(=C(C=C2)S(=O)(=O)N)F)C(CC2CC2)=O)C=CC1F 4-[2-(3-bromo-4-fluorobenzoyl)-4-cyclopropyl-3-oxobutyl]-2-fluorobenzenesulfonamide